C(CCCCC)OCC(CC)OCC(CC)=O 1-((1-(Hexyloxy)-2-butanyl)oxy)-2-butanone